[Mg].[B].CC1=CC=C2C(=N1)C[C@@H](CC[C@@H]2C)CC 1-((5S,8R)-2,5-dimethyl-6,7,8,9-tetrahydro-5H-cyclohepta[b]pyridin-8-yl)ethane BORON-MAGNESIUM